ClC1=NC(=C(C(=O)OC)C(=C1)C)NCC1=CC=C(C=C1)OC methyl 6-chloro-2-((4-methoxybenzyl)amino)-4-methylnicotinate